acryloyloxyethyl-phenyl-2-bromoethyl-phosphoric acid C(C=C)(=O)OCCC(COP(O)(O)=O)(Br)C1=CC=CC=C1